C(C)NC=1C(=NC=C(C1)C#CC1=C(C=CC=C1)NS(=O)(=O)C1=C(C(=C(C=C1)OC)C)C)C(=O)O 3-(ethylamino)-5-{2-[2-(4-methoxy-2,3-dimethylbenzenesulfonamido)phenyl]ethynyl}pyridine-2-carboxylic acid